(E)-3-(3-(thiophen-2-yl)-1-phenyl-1H-pyrazol-4-yl)acrylic acid S1C(=CC=C1)C1=NN(C=C1/C=C/C(=O)O)C1=CC=CC=C1